ClC1=C(C=C(C=C1)OC)C1=C(C(=NC=C1)N)N (2-chloro-5-methoxyphenyl)pyridine-2,3-diamine